C(C1=CC=CC=C1)NC(N(C1=NC=C(C=C1)C=1C=NN(C1)C)[C@@H]1CC[C@H](CC1)NC1=NC=C(C(=N1)C=1C=NN(C1C)C)C#N)=O 3-benzyl-1-(trans-4-((5-cyano-4-(1,5-dimethyl-1H-pyrazol-4-yl)pyrimidin-2-yl)amino)-cyclohexyl)-1-(5-(1-methyl-1H-pyrazol-4-yl)pyridin-2-yl)urea